ClC1=C(C=C(CNCCCCOCCNC2=NC3=C(C4=CN=CC=C24)C=CC=C3)C=C1)CC#N 5-((2-(4-((4-chloro-3-(cyanomethyl)benzyl)amino)butoxy)ethyl)amino)benzo[c][2,6]naphthyridine